COCCCOC=1C(=C(C=CC1)C1CC=2C=NN(C(C2CC1)=O)C1=NC=CC=N1)C 6-(3-(3-Methoxypropoxy)-2-methylphenyl)-2-(pyrimidin-2-yl)-5,6,7,8-tetrahydrophthalazin-1(2H)-one